BrC1=CC(=C2CN(C(C2=C1)=O)C1C(NC(CC1)=O)=O)[N+](=O)[O-] 3-(6-bromo-4-nitro-1-oxo-isoindolin-2-yl)piperidine-2,6-dione